CC1=C(C=CC=C1COC1=CC=C(C=N1)CNCCOCCOCCOCCOCCC(=O)N)C1=CC=CC=C1 1-(6-((2-methyl-[1,1'-biphenyl]-3-yl)methoxy)pyridine-3-yl)-5,8,11,14-tetroxa-2-azaheptadecan-17-amide